((7-bromo-4-oxo-3,4-dihydro-phthalazin-1-yl)methyl)carbamic acid tert-butyl ester C(C)(C)(C)OC(NCC1=NNC(C2=CC=C(C=C12)Br)=O)=O